1-cyano-N-methylpyrrolidine-2-carboxamide C(#N)N1C(CCC1)C(=O)NC